(4-Piperidyl)methanol N1CCC(CC1)CO